C(C)C(C(=O)C(C)(CCC(C)(C)C(C(CCCC)CC)=O)C)CCCC 2,5-bis(2-ethylhexanoyl)-2,5-dimethylhexane